4-((2-(2-(Benzyloxy)ethoxy)ethoxy)methyl)piperidine C(C1=CC=CC=C1)OCCOCCOCC1CCNCC1